trans-4-((3-(2-Cyclopropylthiazol-5-yl)phenyl) ((trans-4-(4-methoxy-3-methylphenyl)-cyclohexyl)-methyl)carbamoyl)cyclohexyl (2-hydroxyethyl)carbamate OCCNC(O[C@@H]1CC[C@H](CC1)C(N(C[C@@H]1CC[C@H](CC1)C1=CC(=C(C=C1)OC)C)C1=CC(=CC=C1)C1=CN=C(S1)C1CC1)=O)=O